6-bromo-4-(4-(2-hydroxy-4-methylbenzyl)piperazin-1-yl)-2-oxo-1-(prop-2-yn-1-yl)-1,2-dihydro-1,5-naphthyridine-3-carbonitrile BrC=1N=C2C(=C(C(N(C2=CC1)CC#C)=O)C#N)N1CCN(CC1)CC1=C(C=C(C=C1)C)O